N1(CCOCC1)CC1N=CC2=CC=CC=C2C1 3-(morpholin-4-ylmethyl)-3,4-dihydroisoquinolin